1-bromo-3-chloro-5-fluorobenzene BrC1=CC(=CC(=C1)F)Cl